C(C=C)S(=O)(=O)CC=C 3-(allylsulfonyl)prop-1-ene